(1r,3r)-3-((4-iodo-6-morpholinopyridin-2-yl)amino)cyclobutan-1-ol IC1=CC(=NC(=C1)N1CCOCC1)NC1CC(C1)O